[Sb+]=O antimony (iii) oxide